5-([1,1'-Biphenyl]-4-yl)-1-benzyl-4-ethyl-3-methyl-3-((benzylseleno)methyl)-1H-pyrrol-2(3H)-one C1(=CC=C(C=C1)C1=C(C(C(N1CC1=CC=CC=C1)=O)(C[Se]CC1=CC=CC=C1)C)CC)C1=CC=CC=C1